(2,6-dichloro-5-fluoro-3-pyridyl)methanol ClC1=NC(=C(C=C1CO)F)Cl